4-((5-(4-(4-((5-chloro-4-((2-(dimethylphosphoryl)phenyl)amino)pyrimidin-2-yl)amino)-3-methoxyphenyl)piperazin-1-yl)-5-oxopentyl)amino)-2-(2,6-dioxopiperidin-3-yl)isoindoline-1,3-dione ClC=1C(=NC(=NC1)NC1=C(C=C(C=C1)N1CCN(CC1)C(CCCCNC1=C2C(N(C(C2=CC=C1)=O)C1C(NC(CC1)=O)=O)=O)=O)OC)NC1=C(C=CC=C1)P(=O)(C)C